OCC=1C(=NC=CC1C1=CN(C(C(=C1)NC1=NC=C(N=C1)N1[C@H](CN(CC1)C1COC1)C)=O)C)N1C(C=2N(C=3CCCCC3C2)CC1)=O 2-[3-(hydroxymethyl)-4-[1-methyl-5-[[5-[(2S)-2-methyl-4-(oxetan-3-yl)piperazin-1-yl]pyrazin-2-yl]amino]-6-oxo-3-pyridyl]-2-pyridyl]-3,4,6,7,8,9-hexahydropyrazino[1,2-a]indol-1-one